N1(OCCO1)C(C(=O)O)CCOCC1=CC(=C(C=C1)CO)[N+](=O)[O-] 2,5-Dioxapyrrolidin-1-yl-4-((4-(hydroxymethyl)-3-nitrobenzyl)oxy)butyric acid